OC[C@H](C1=CC=CC=C1)NC1=NC(=NC=C1C1=NC=NO1)NC1=CC=C(C(=O)N(C)C)C=C1 4-[[4-[[(1S)-2-hydroxy-1-phenyl-ethyl]amino]-5-(1,2,4-oxadiazol-5-yl)pyrimidin-2-yl]amino]-N,N-dimethyl-benzamide